CC(=CCC1=C(C2=C(C=C1O)OC3=C(C2=O)C(=C(C(=C3)O)OC)CC=C(C)C)O)C The molecule is a member of the class of xanthones that is 9H-xanthene substituted by hydroxy group at positions 1, 3 and 6, a methoxy group at position 7, an oxo group at position 9 and prenyl groups at positions 2 and 8. Isolated from the stems of Cratoxylum cochinchinense, it exhibits antioxidant, antimicrobial and antitumour activities. It has a role as an antineoplastic agent, an antimicrobial agent, an antioxidant and a plant metabolite. It is a member of xanthones, a member of phenols and an aromatic ether.